(thietan-3-yl)methanol S1CC(C1)CO